O1CC(CC1)C1=CC=C2C(=N1)SC(=N2)N 5-(tetrahydrofuran-3-yl)thiazolo[5,4-b]pyridin-2-amine